2-methyl-1,4-butanediamine CC(CN)CCN